2-[3-[4-[(Pentylamino)carbonyl]-2-oxazolyl]-7-oxabicyclo[2.2.1]hept-2-yl]methyl-benzenepropanoic acid, monosodium salt [Na+].C(CCCC)NC(=O)C=1N=C(OC1)C1C(C2CCC1O2)CC2=C(C=CC=C2)CCC(=O)[O-]